OC[C@H]1OC(N2[C@H]1COC1=C2C=CC(=C1)S(=O)(=O)N1CCNCC1)=O (3S,3aS)-3-(hydroxymethyl)-7-piperazin-1-ylsulfonyl-3a,4-dihydro-3H-oxazolo[4,3-c][1,4]benzoxazin-1-one